F[C@H]1CN2CC(C([C@@H]2C1)C)=C (6R,7aS)-6-fluoro-1-methyl-2-methylenetetrahydro-1H-pyrrolizine